COC(=O)C1=NC(=C(N=C1)Cl)C 5-Chloro-6-methylpyrazine-2-carboxylic acid methyl ester